CN1CC(CC1)CCO 2-(1-methylpyrrolidin-3-yl)ethan-1-ol